methyl [3,5-dihydroxyphenyl]acetate OC=1C=C(C=C(C1)O)CC(=O)OC